N-(6-(chloromethyl)pyridin-3-yl)-3-nitro-6-phenylpyridin-2-amine ClCC1=CC=C(C=N1)NC1=NC(=CC=C1[N+](=O)[O-])C1=CC=CC=C1